N-(benzenesulfonyl)-2-chloro-6-[3-[(2,2,3,3-tetramethylcyclopropyl)methoxy]Pyrazol-1-yl]Pyridine-3-carboxamide C1(=CC=CC=C1)S(=O)(=O)NC(=O)C=1C(=NC(=CC1)N1N=C(C=C1)OCC1C(C1(C)C)(C)C)Cl